C(C)OC1=NC=CC=C1C1=CC(=C2C(=N1)C(=NN2C(C)C)C)NCC=2C=NC=CC2OC 5-(2-ethoxy-3-pyridyl)-1-isopropyl-N-[(4-methoxy-3-pyridyl)methyl]-3-methyl-pyrazolo[4,3-b]pyridin-7-amine